N-(4'-fluoro-4-((methylamino)methyl)-[1,1'-biphenyl]-2-yl)benzenesulfonamide FC1=CC=C(C=C1)C1=C(C=C(C=C1)CNC)NS(=O)(=O)C1=CC=CC=C1